4-(bromomethyl)-1-((2,2-dimethyl-1,3-dioxolan-4-yl)methyl)-1H-pyrazole BrCC=1C=NN(C1)CC1OC(OC1)(C)C